NC=1C(=NC=2C=C3C(=CC2C1)OCO3)C(C)(C)O 2-(7-amino-[1,3]dioxolo[4,5-g]quinolin-6-yl)propan-2-ol